C(C)(CC)OC(CCO)(C)C 3-(sec-butoxy)-3-methylbutanol